C(#C)C1=CC(=C(C=C1)CN)OC (4-ethynyl-2-methoxy-phenyl)methanamine